[Mn].[Mn].[Mn].[Ga] gallium tri-manganese